tert-butyl 2-((toluenesulfonyloxy)methyl)morpholine-4-carboxylate C(C1=CC=CC=C1)S(=O)(=O)OCC1CN(CCO1)C(=O)OC(C)(C)C